N-(2-(4-(4-cyclopropyl-piperazine-1-yl)piperidine-1-yl)-5-((6-((S)-3-(3-fluorobenzyl)isoxazolidine-2-yl)pyrimidine-4-yl)amino)-4-methoxy-phenyl)acrylamide C1(CC1)N1CCN(CC1)C1CCN(CC1)C1=C(C=C(C(=C1)OC)NC1=NC=NC(=C1)N1OCC[C@@H]1CC1=CC(=CC=C1)F)NC(C=C)=O